4-amino-N-((6-chloroimidazo[1,2-a]pyridin-2-yl)methyl)-1-methyl-N-(2-oxopyrrolidin-1-yl)-1H-pyrazolo[4,3-c]quinoline-8-carboxamide NC1=NC=2C=CC(=CC2C2=C1C=NN2C)C(=O)N(N2C(CCC2)=O)CC=2N=C1N(C=C(C=C1)Cl)C2